ClC1=CC=C(OCCOC=2C=C(C=CC2)C2=CC=NN2C)C=C1 5-(3-(2-(4-chlorophenoxy)ethoxy)phenyl)-1-methyl-1H-pyrazole